2-[3-(6-bromo-2-pyridyl)imidazo[1,2-a]pyridin-7-yl]propan-2-ol BrC1=CC=CC(=N1)C1=CN=C2N1C=CC(=C2)C(C)(C)O